4-azido-2-(benzyloxy)-1-nitrobenzene N(=[N+]=[N-])C1=CC(=C(C=C1)[N+](=O)[O-])OCC1=CC=CC=C1